FC(OC=1C=C(C=CC1)CNC(=O)C=1N=NN(C1)CCCCC1=NN=C(S1)C(=O)NCC1=NC=CC(=C1)C(F)(F)F)(F)F 5-{4-[4-({[3-(trifluoromethoxy)phenyl]methyl}carbamoyl)-1H-1,2,3-triazol-1-yl]butyl}-N-{[4-(trifluoromethyl)pyridin-2-yl]methyl}-1,3,4-thiadiazole-2-carboxamide